(S)-N,N-dimethyl-5-(pyrrolidin-3-ylamino)quinoline-8-carboxamide hydrochloride Cl.CN(C(=O)C=1C=CC(=C2C=CC=NC12)N[C@@H]1CNCC1)C